(S)-1-(1-methyl-7-((1-(3,4,5-trimethoxyphenyl)-1H-imidazol-4-yl)amino)-1H-pyrazolo[4,3-d]pyrimidin-5-yl)pyrrolidine-2-carboxamide CN1N=CC=2N=C(N=C(C21)NC=2N=CN(C2)C2=CC(=C(C(=C2)OC)OC)OC)N2[C@@H](CCC2)C(=O)N